NC1=C(C(=NN1C(C(F)(F)F)C)C=1C=CC(=C2C=NNC12)CNC(C1=C(C=CC(=C1)F)OC)=O)C(=O)N 5-amino-3-(4-((5-fluoro-2-methoxybenzamido)methyl)-1H-indazol-7-yl)-1-(1,1,1-trifluoropropan-2-yl)-1H-pyrazole-4-carboxamide